CN1C(=NC2=C(C=C(C=C2C1=O)C)C(C)NC1=C(C(=O)OC)C=CC=C1)N1CC2(C1)CCCCC2 methyl 2-((1-(3,6-dimethyl-4-oxo-2-(2-azaspiro[3.5]nonan-2-yl)-3,4-dihydroquinazolin-8-yl) ethyl) amino)benzoate